C1(CC1)C=1NC(=NN1)C1CC2(CN(C2)C(=O)N2CC3(C2)CC(C3)CC3=CC(=CC=C3)P(=O)(C)C)C1 [6-(5-cyclopropyl-4H-1,2,4-triazol-3-yl)-2-azaspiro[3.3]heptan-2-yl]-[6-[(3-dimethylphosphorylphenyl)methyl]-2-azaspiro[3.3]heptan-2-yl]methanone